FC=1C=C(C=C2CC3(C(N(C12)C)=O)CC3)C3N(C[C@H](CC3)C)C(=O)OC(C)(C)C tert-butyl (5S)-2-(8'-fluoro-1'-methyl-2'-oxo-1',4'-dihydro-2'H-spiro[cyclopropane-1,3'-quinolin]-6'-yl)-5-methylpiperidine-1-carboxylate